3,5-bistrifluoromethylphenyl-1,10-phenanthroline FC(C=1C=C(C=C(C1)C(F)(F)F)C1=NC2=C3N=CC=CC3=CC=C2C=C1)(F)F